C(C)(C)(C)OC(=O)N1CCN(CC1)C(=O)N1CCC(CC1)C(C(=O)O)(C)C 2-(1-(4-(tert-Butoxycarbonyl)piperazine-1-carbonyl)piperidin-4-yl)-2-methylpropanoic acid